[Cu].[S].[S].[S].[S] tetrasulfur copper